FOC(F)(F)OF bis-(fluorooxy)difluoromethane